FC=1C=C(OC=2SC(=C3C2CC(C3O)(F)F)S(=O)(=O)C)C=CC1F 1-(3,4-Difluorophenoxy)-5,5-difluoro-3-methanesulfonyl-4H,5H,6H-cyclopenta[c]thiophen-4-ol